N-(2-methylphenyl)-N-(1,2-epoxypropyl)-oxiranylmethylamine CC1=C(C=CC=C1)N(C1C(C)O1)CC1OC1